(2S)-benzyl 2-(tert-butoxycarbonylamino)-3-(4-formylphenyl)-propionate C(C)(C)(C)OC(=O)N[C@H](C(=O)OCC1=CC=CC=C1)CC1=CC=C(C=C1)C=O